7-formyl-3,4-dihydroisoquinoline-2(1H)-carboxylic acid tert-butyl ester C(C)(C)(C)OC(=O)N1CC2=CC(=CC=C2CC1)C=O